2-(dimethylamino)-2-oxoethyl (3-(2-(dimethylamino)ethyl)-1H-indol-4-yl) carbonate C(OCC(=O)N(C)C)(OC1=C2C(=CNC2=CC=C1)CCN(C)C)=O